C(C)(C)(C)OC(=O)N1CCC(CC1)N1N=C(C(=C1)NC1=NC=C(C(=N1)Cl)C(F)(F)F)CC.C1CCNS1(=O)=O 3-propanesultam tert-butyl-4-(4-((4-chloro-5-(trifluoromethyl)pyrimidin-2-yl)amino)-3-ethyl-1H-pyrazol-1-yl)piperidine-1-carboxylate